Ethyl 3-(4-ethoxycarbonyl-2-nitrophenyl)-2-oxopropionate C(C)OC(=O)C1=CC(=C(C=C1)CC(C(=O)OCC)=O)[N+](=O)[O-]